C12N(CC(NC1)CC2)C=2C1=C(N=C(N2)OC[C@@]23CCCCN3C[C@H](C2)F)C(=C(N=C1)C=1C=C(C=C(C1[C@@H]1[C@@H](C1)C)Cl)O)F 3-(4-(2,5-Diazabicyclo[2.2.2]octan-2-yl)-8-fluoro-2-(((2S,8aR)-2-fluorohexahydroindolizin-8a(1H)-yl)methoxy)pyrido[4,3-d]pyrimidin-7-yl)-5-chloro-4-((1S,2R)-2-methylcyclopropyl)phenol